(S)-(7-((4-(ethylamino)-3-(trifluoromethyl)-1H-pyrrolo[2,3-b]pyridin-6-yl)amino)-2,3-dihydrobenzo-furan-4-yl)(3-morpholinopyrrolidin-1-yl)methanone C(C)NC1=C2C(=NC(=C1)NC1=CC=C(C=3CCOC31)C(=O)N3C[C@H](CC3)N3CCOCC3)NC=C2C(F)(F)F